Methyl-2-[2-methyl-3-(trifluoromethyl)phenyl]-5-[1-(phenylsulfonyl)-1H-pyrrolo[2,3-b]pyridin-4-yl]-1-{[2-(trimethylsilyl)ethoxy]methyl}-1H-pyrrole-3-carboxylate COC(=O)C1=C(N(C(=C1)C1=C2C(=NC=C1)N(C=C2)S(=O)(=O)C2=CC=CC=C2)COCC[Si](C)(C)C)C2=C(C(=CC=C2)C(F)(F)F)C